(4-carbamoyl-1-(4-(3-(difluoromethyl)-5-fluorobenzyl)pyridin-2-yl)-3-methyl-1H-pyrazol-5-yl)methyl acetate C(C)(=O)OCC1=C(C(=NN1C1=NC=CC(=C1)CC1=CC(=CC(=C1)F)C(F)F)C)C(N)=O